Sodium (2-(tetrahydrofuran-2-yl) phenyl) methanesulfonate CS(=O)(=O)OC1=C(C=CC=C1)C1OCCC1.[Na]